3-(3-chloro-2-methoxyanilino)-2-[3-({(1S)-1-[(2S)-4-methylmorpholin-2-yl]ethyl}oxy)pyridin-4-yl]-1,5,6,7-tetrahydro-4H-pyrrolo[3,2-c]pyridin-4-one ClC=1C(=C(NC2=C(NC3=C2C(NCC3)=O)C3=C(C=NC=C3)O[C@@H](C)[C@@H]3CN(CCO3)C)C=CC1)OC